C1(CCCCC1)C[C@H](C(=O)O)C |r| racemic-3-cyclohexyl-2-methylpropionic acid